tert-butyl (1R,2S)-2-[3-amino-1-(tert-butoxycarbonyl)indazol-6-yl]-5'-methoxy-2'-oxospiro[cyclopropane-1,3'-indole]-1'-carboxylate NC1=NN(C2=CC(=CC=C12)[C@@H]1C[C@@]12C(N(C1=CC=C(C=C21)OC)C(=O)OC(C)(C)C)=O)C(=O)OC(C)(C)C